1-[8-[4-[3-chloro-4-(cyclopropylmethoxy)-2-fluoro-anilino]pyrido[3,2-d]pyrimidin-6-yl]-3,8-diazabicyclo[3.2.1]octan-3-yl]prop-2-en-1-one ClC=1C(=C(NC=2C3=C(N=CN2)C=CC(=N3)N3C2CN(CC3CC2)C(C=C)=O)C=CC1OCC1CC1)F